C1(=NCCC2=CC=CC=C12)N 3,4-dihydroisoquinolin-1-amine